7-((4-(2-fluoro-4-nitrophenyl)-3,6-dihydropyridin-1(2H)-yl)methyl)pyrrolo[1,2-a]quinoxalin-4(5H)-one FC1=C(C=CC(=C1)[N+](=O)[O-])C=1CCN(CC1)CC=1C=C2NC(C=3N(C2=CC1)C=CC3)=O